N1CCC(CCC1)OC=1C2=C(N=C(N1)NC=1C=NN(C1)C)N(C=C2Cl)CO (4-(azepan-4-oxy)-5-chloro-2-((1-methyl-1H-pyrazol-4-yl)amino)-7H-pyrrolo[2,3-d]pyrimidin-7-yl)methanol